NCC[C@@H]1N(CCC1)C(=O)OC(C)(C)C tert-butyl (2R)-2-(2-aminoethyl)-1-pyrrolidinecarboxylate